methyl 5-(5-fluoro-3-{[5-(2-hydroxypropan-2-yl)pyridin-3-yl]methoxy}pyridin-2-yl)-1-methyl-1H-pyrrole-3-carboxylate FC=1C=C(C(=NC1)C1=CC(=CN1C)C(=O)OC)OCC=1C=NC=C(C1)C(C)(C)O